(S)-N-(1-amino-3-hydroxy-1-oxopropan-2-yl)-5-((2,4-difluorobenzyl)oxy)-2-methylbenzofuran-3-carboxamide NC([C@H](CO)NC(=O)C1=C(OC2=C1C=C(C=C2)OCC2=C(C=C(C=C2)F)F)C)=O